[Cu].[Cu].[Mo].[Cu] copper-molybdenum copper-copper